OC=1C=C(C2=CC=CC=C2C1)C=1C=CC2=C(NC(=N2)C2CN(C2)C(C=C)=O)C1 1-(3-(6-(3-hydroxynaphthalen-1-yl)-1H-benzo[d]imidazol-2-yl)azetidin-1-yl)prop-2-en-1-one